4-amino-N-(4-chloro-2-fluorobenzyl)-N'-(cyclopropanecarbonyl)-1-methyl-1H-pyrazolo[4,3-c]quinoline-8-carbohydrazide NC1=NC=2C=CC(=CC2C2=C1C=NN2C)C(=O)N(NC(=O)C2CC2)CC2=C(C=C(C=C2)Cl)F